1-(7-(4,5-dichloro-1H-indole-2-carbonyl)-1,7-diazaspiro[4.4]nonan-1-yl)ethan-1-one ClC1=C2C=C(NC2=CC=C1Cl)C(=O)N1CC2(CCCN2C(C)=O)CC1